C(C)(=O)NC1=NC=C(C(=C1)NC(OC(C)(C)C)=O)OCCF tertbutyl (2-acetamido-5-(2-fluoroethoxy)pyridin-4-yl)carbamate